OC=1C=C(C=CC1O)S(=O)(=O)[O-] 3-hydroxy-4-hydroxybenzenesulfonate